bis(2-ethylhexyl)phosphoric acid C(C)C(COP(OCC(CCCC)CC)(O)=O)CCCC